COC=1C=C(C=C(C1C)OC)[C@H]([C@H](CN1C=C(C(=C1)C(=O)OC)CC(=O)O)OCCC#CC)O 2-(1-((2s,3r)-3-(3,5-dimethoxy-4-methylphenyl)-3-hydroxy-2-(pent-3-yn-1-yloxy)propyl)-4-(methoxycarbonyl)-1H-pyrrol-3-yl)acetic acid